2-Methoxy-3-((tetrahydro-2H-pyran-4-yl)oxy)aniline COC1=C(N)C=CC=C1OC1CCOCC1